[3-(3-chloro-2-piperazin-1-yl-6-quinolyl)-5-methyl-phenyl]methanamine dihydrochloride Cl.Cl.ClC=1C(=NC2=CC=C(C=C2C1)C=1C=C(C=C(C1)C)CN)N1CCNCC1